NC1=C2N=CN(C2=NC(=N1)F)[C@H]1C[C@@H]([C@@](O1)(C#C)CO[Si](C)(C)C(C)(C)C)O (2R,3S,5R)-5-(6-amino-2-fluoro-9H-purin-9-yl)-2-(((tert-butyldimethylsilyl)oxy)methyl)-2-ethynyltetrahydrofuran-3-ol